2,3,4,5-tetrafluoro-3-(difluoromethyl)sulfolane FC1S(=O)(=O)C(C(C1(C(F)F)F)F)F